1,1-bis(2-acryloyloxyethoxy)cyclopentane C(C=C)(=O)OCCOC1(CCCC1)OCCOC(C=C)=O